O=S1(C[C@@H](CC1)N(C)CC1=CC=C(C=C1)NC(=O)NCC1=CC=C(C=C1)OC)=O (R)-1-(4-(((1,1-dioxidotetrahydrothiophen-3-yl)(methyl)amino)methyl)phenyl)-3-(4-methoxybenzyl)urea